FC1=NN2C3=C1C(NCCOC1=C(C(NC(=N3)C=C2)C2=CC=CC=C2)C=CC=C1)=O fluoro-13-phenyl-6,7,13,14-tetrahydro-1,15-ethenopyrazolo[4,3-f][1,4,8,10]benzoxatriazacyclotridecin-4(5H)-one